C12C(C(C(C=C1)C2)C(=O)N)C(=O)N 5-norbornene-2,3-dicarboxamide